tert-butyl-4-bromo-3-(6-methylpyridin-2-yl)-1H-pyrazole C(C)(C)(C)N1N=C(C(=C1)Br)C1=NC(=CC=C1)C